Cl.NCCCN1N=C2C(CCC=3C=NC(=NC23)N)=C1C(=O)OCC Ethyl 2-(3-aminopropyl)-8-amino-4,5-dihydro-2H-pyrazolo[4,3-h]quinazoline-3-carboxylate hydrochloride